BrCC(C[C@@]1(NC[C@@H](C1)F)C(=O)OC)O methyl (2S,4R)-2-(3-bromo-2-hydroxypropyl)-4-fluoropyrrolidine-2-carboxylate